C(C)N1N=C(C=C1)C(=O)NCC=1SC(=NN1)C1=CC=CC=C1 1-ethyl-N-[(5-phenyl-1,3,4-thiadiazol-2-yl)methyl]pyrazole-3-carboxamide